(R)-N-(1-(oxazol-2-yl)ethyl)-8-(spiro[2.5]oct-5-en-6-yl)quinoline-3-carboxamide O1C(=NC=C1)[C@@H](C)NC(=O)C=1C=NC2=C(C=CC=C2C1)C1=CCC2(CC2)CC1